(R)-4,4,4-trifluoro-3-hydroxy-3-methyl-butanoic acid FC([C@](CC(=O)O)(C)O)(F)F